4-bromo-1-[(4-chlorophenyl)methyl]-2-(3-fluorophenoxy)-1H-imidazole-5-carboxylic acid BrC=1N=C(N(C1C(=O)O)CC1=CC=C(C=C1)Cl)OC1=CC(=CC=C1)F